O=C1N(CCC(N1)=O)C1=NC=CC(=C1)CN1CCN(CC1)C1CCN(CC1)C=1C(=CC2=C(C(C=3NC4=CC(=CC=C4C3C2=O)C#N)(C)C)C1)CC 8-(4-(4-((2-(2,4-dioxotetrahydropyrimidin-1(2H)-yl)pyridin-4-yl)methyl)piperazin-1-yl)piperidin-1-yl)-9-ethyl-6,6-dimethyl-11-oxo-6,11-dihydro-5H-benzo[b]carbazole-3-carbonitrile